N-[(9Z,12Z)-octadeca-9,12-dienoyl]-L-histidine C(CCCCCCC\C=C/C\C=C/CCCCC)(=O)N[C@@H](CC1=CNC=N1)C(=O)O